[C@H]1([C@H](O)[C@@H](O)[C@@H](O)[C@H](O1)CO)OC[C@@H]([C@@H]([C@@H](CCCCCCCCCCCCCC)O)O)NC(CCCCCCCCCCCCCCCCCCCCCCCCC)=O (2S,3S,4R)-1-O-(alpha-D-galactopyranosyl)-2-(N-hexacosanoylamino)-1,3,4-octadecanetriol